(R)-N-hydroxy-3-(naphthalen-2-yl)-4-(tetrahydro-2H-pyran-4-carbonyl)-2,3,4,5-tetrahydrobenzo[f][1,4]oxazepine-8-carboxamide ONC(=O)C1=CC2=C(CN([C@@H](CO2)C2=CC3=CC=CC=C3C=C2)C(=O)C2CCOCC2)C=C1